ClC=1C=C(C(=NC1OC(COCCC)C)C)N=CN(C)CC N'-[5-chloro-2-methyl-6-(1-methyl-2-propoxy-ethoxy)-3-pyridyl]-N-ethyl-N-methyl-formamidine